N-(2,6-dioxopiperidin-3-yl)-5-(4-formylpiperidin-1-yl)pyridine-2-carboxamide O=C1NC(CCC1NC(=O)C1=NC=C(C=C1)N1CCC(CC1)C=O)=O